NC1=NC=C(C=N1)NC(C1=CC=C(C(=O)N(C2CCNCC2)C)C=C1)=O N1-(2-aminopyrimidin-5-yl)-N4-methyl-N4-(piperidin-4-yl)terephthalamide